5-isocyanato-butadienyl-3,6-dicyanophenol N(=C=O)C=1C=C(C(=C(C1C#N)O)C=CC=C)C#N